2-amino-2-(3-hydroxy-4-methoxyphenyl)acetonitrile NC(C#N)C1=CC(=C(C=C1)OC)O